C1(CCCCC1)NC1=C(C=C(C=C1)S(=O)(=O)NC)C=1N=NN(N1)C1CC1 4-(cyclohexylamino)-3-(2-cyclopropyl-2H-tetrazol-5-yl)-N-methylbenzenesulfonamide